N-acetyl-O-methanesulfonyl-L-homoserine propyl ester C(CC)OC([C@@H](NC(C)=O)CCOS(=O)(=O)C)=O